ClC1=CC=C(S1)C(=O)N[C@H]1C[C@H](CCC1)N1C(=NC2=C1C=NC(=C2)C#N)C2=NC=CC=C2F 5-chloro-N-((1R,3S)-3-(6-cyano-2-(3-fluoropyridin-2-yl)-3H-imidazo[4,5-c]pyridin-3-yl)cyclohexyl)thiophene-2-carboxamide